menthyl oxide C1(CC(C(CC1)C(C)C)OC1CC(CCC1C(C)C)C)C